4-(4-methoxyphenyl)-1-(p-tolyl)-1H-1,2,3-triazole COC1=CC=C(C=C1)C=1N=NN(C1)C1=CC=C(C=C1)C